BrC1=NC=C(C=C1)CN1C(=NC=C1)C 2-bromo-5-[(2-methylimidazol-1-yl)methyl]pyridine